C1(CC1)C=1N2C=3SC=4C[C@@H](CC4C3C(=N[C@H](C2=NN1)C)C1=C(C=CC=C1F)F)C(F)F (7S,13R)-3-cyclopropyl-13-(difluoromethyl)-9-(2,6-difluorophenyl)-7-methyl-16-thia-2,4,5,8-tetrazatetracyclo[8.6.0.02,6.011,15]hexadeca-1(10),3,5,8,11(15)-pentaene